ClC1=C(C=C(C=C1)F)C1(N(C(C=2C1=C(C=C1C(=NNC21)OC)C2=C(C(=O)N)C=C(C=C2C(F)(F)F)F)=O)CC2=CC=C(C=C2)OC)O [6-(2-chloro-5-fluorophenyl)-6-hydroxy-3-methoxy-7-[(4-methoxyphenyl)methyl]-8-oxo-1,6,7,8-tetrahydropyrrolo[4,3-g]indazol-5-yl]-5-fluoro-3-(trifluoromethyl)benzamide